C(N)(=O)C1=NN(C=C1NC(=O)C=1C=NN2C1N=C(C=C2)N2CCNCC2)C2=CC=C(C=C2)S(NC)(=O)=O N-{3-carbamoyl-1-[4-(methylsulfamoyl)phenyl]-1H-pyrazol-4-yl}-5-piperazin-1-ylpyrazolo[1,5-a]pyrimidine-3-carboxamide